8-bromo-6-(1-fluorocyclopropyl)imidazo[1,2-a]pyridine-2-carbaldehyde BrC=1C=2N(C=C(C1)C1(CC1)F)C=C(N2)C=O